2-cyano-2-(10-methylacridin-9(10H)-ylidene)acetamide C(#N)C(C(=O)N)=C1C2=CC=CC=C2N(C=2C=CC=CC12)C